NC1=NC=C(C(=N1)N)CN1CCC2=CC(=CC=C12)C1=CC=C2C(C(=CN(C2=C1)C)C(=O)O)=O 7-(1-((2,4-diaminopyrimidin-5-yl)methyl)indolin-5-yl)-1-methyl-4-oxo-1,4-dihydroquinoline-3-carboxylic acid